FC(CN1C(=NC2=C1C=C(C=C2)C2=CNC=1N=C(N=CC12)NC1CC(C1)(C(=O)N(C)C)C)C)F (1s,3s)-3-((5-(1-(2,2-difluoroethyl)-2-methyl-1H-benzo[d]imidazol-6-yl)-7H-pyrrolo[2,3-d]pyrimidin-2-yl)amino)-N,N,1-trimethylcyclobutane-1-carboxamide